C1=C(C=CC2=CC3=CC(=CC=C3C=C12)C=O)C=O anthracene-2,6-dicarboxaldehyde